N-(4-((6-(4-amino-2-chlorophenoxy)-7-methoxyquinolin-4-yl)oxy)-3-fluorophenyl)-N-(4-fluorophenyl)cyclopropane-1,1-dicarboxamide NC1=CC(=C(OC=2C=C3C(=CC=NC3=CC2OC)OC2=C(C=C(C=C2)N(C(=O)C2(CC2)C(=O)N)C2=CC=C(C=C2)F)F)C=C1)Cl